FC1=CC=C2C(N(C(=NC2=C1)C1C(N(CCC1)C)CCNC(OCC1=CC=CC=C1)=O)CC(C)(C)C)=O benzyl (2-(3-(7-fluoro-3-neopentyl-4-oxo-3,4-dihydroquinazolin-2-yl)-1-methylpiperidin-2-yl)ethyl)carbamate